C(CCCC)P(C)(CCCCC)=O dipentyl-methyl-phosphine oxide